copper (I)-lithium chloride [Cl-].[Li].[Cu+]